N-(2,2-difluoro-6-oxo-6,7,8,9-tetrahydronaphtho[1,2-d][1,3]dioxol-5-yl)acetamide FC1(OC2=C(O1)C=1CCCC(C1C(=C2)NC(C)=O)=O)F